FC=1C=C(C(=O)NC=2C=CC=C3C=CC(=NC23)C)C=CC1 3-Fluoro-N-(2-methylquinolin-8-yl)benzamide